4-(4-Butylphenyl)-2-methyl-5-(9H-xanthen-9-yl)oxazole C(CCC)C1=CC=C(C=C1)C=1N=C(OC1C1C2=CC=CC=C2OC=2C=CC=CC12)C